4-(acetoxymethyl)benzoic acid C(C)(=O)OCC1=CC=C(C(=O)O)C=C1